OC1=C(C=CC=C1)NC(C(=C)C)=O N-(hydroxyphenyl)methacrylamide